N1(CCCC1)CC(CO[Si](C)(C)C)N 3-(pyrrolidin-1-yl)-1-((trimethylsilyl)oxy)propan-2-amine